NCCC1=CC=C(C=C1)C1=C(C=C(C#N)C=C1)OC1=CN=NC(=C1)N1CCCCC1 4-[4-(2-aminoethyl)phenyl]-3-(6-piperidin-1-ylpyridazin-4-yl)oxybenzonitrile